6-bromo-7-methoxy-2-methyl-1,2,3,4-tetrahydroisoquinolin-4-ol BrC=1C=C2C(CN(CC2=CC1OC)C)O